CC1(COB(OC1)C=1C=C2C3(C(N(C2=CC1)C1OCCCC1)=O)CCC3)C 5'-(5,5-dimethyl-1,3,2-dioxaborinan-2-yl)-1'-(oxan-2-yl)spiro[cyclobutane-1,3'-indol]-2'-one